C(OCCO[Si](C)(C)C(C)(C)C)(OC1=CC=C(C=C1)[N+](=O)[O-])=O 2-(tert-butyldimethylsilyloxy)ethyl p-nitrophenyl carbonate